C(CCCCCCC\C=C/CCCCCCCC)(=O)[O-].C(CCCCCCC\C=C/CCCCCCCC)(=O)[O-].C(CCCCCCC\C=C/CCCCCCCC)(=O)[O-].[In+3] indium trioleate